N-(2-(2,6-dioxo-piperidin-3-yl)-1-oxoisoindolin-5-yl)-3-(trifluoro-methoxy)benzene-sulfonamide O=C1NC(CCC1N1C(C2=CC=C(C=C2C1)NS(=O)(=O)C1=CC(=CC=C1)OC(F)(F)F)=O)=O